N[C@]1(CCC2=C1C=NC(=C2)C(F)(F)F)CO (S)-(7-amino-3-(trifluoromethyl)-6,7-dihydro-5H-cyclopenta[c]pyridin-7-yl)methanol